(R)-3-hydroxy-1-methyl-3-(4-methyl-3-(2-(5-tosyl-5H-pyrrolo[2,3-b]pyrazin-7-yl)thiazol-4-yl)phenyl)pyrrolidin-2-one O[C@@]1(C(N(CC1)C)=O)C1=CC(=C(C=C1)C)C=1N=C(SC1)C1=CN(C2=NC=CN=C21)S(=O)(=O)C2=CC=C(C)C=C2